(S)-N-(4-(1-(2-(1-cyanocyclopropyl)acetyl)-3-methyl-1,2,3,6-tetrahydropyridin-4-yl)-1H-pyrrolo[2,3-b]pyridin-6-yl)cyclopropylcarboxamide C(#N)C1(CC1)CC(=O)N1C[C@H](C(=CC1)C1=C2C(=NC(=C1)NC(=O)C1CC1)NC=C2)C